3'-chlorospiro[benzo[c]fluorene-7,9'-xanthene]-5-carbonitrile ClC=1C=CC=2C3(C4=CC=CC=C4OC2C1)C=1C=CC=CC1C=1C2=C(C(=CC13)C#N)C=CC=C2